1,1-di(t-butyl-peroxy)-3,3,5-trimethyl-cyclohexane C(C)(C)(C)OOC1(CC(CC(C1)C)(C)C)OOC(C)(C)C